C(C)(C)(C)OC(=O)N1CCN(CC1)C1=CC2=C(N(C(N2C)=O)C2C(NC(CC2)=O)=O)C=C1 4-(1-(2,6-dioxopiperidin-3-yl)-3-methyl-2-oxo-2,3-dihydro-1H-benzo[d]imidazol-5-yl)piperazine-1-carboxylic acid tert-butyl ester